4-benzylaminophenylsulfonamide C(C1=CC=CC=C1)NC1=CC=C(C=C1)S(=O)(=O)N